The molecule is a chlorocarbon that is tetrachloro substituted ethene. It has a role as a nephrotoxic agent. It is a chlorocarbon and a member of chloroethenes. C(=C(Cl)Cl)(Cl)Cl